3-cyclopropyl-N-(2-fluoro-2-methylpropyl)-7-[[6-(5-methyl-1,3,4-oxadiazol-2-yl)pyridin-3-yl]amino]-6,7,8,9-tetrahydrobenzo[g]isoquinoline-5-sulfonamide C1(CC1)C=1N=CC=2C=C3C(=C(C2C1)S(=O)(=O)NCC(C)(C)F)CC(CC3)NC=3C=NC(=CC3)C=3OC(=NN3)C